CC(C=O)CC1=CC=C(C=C1)C(C)C 2-methyl-3-(p-iso-propylphenyl)propanal